N-nonyl-N-Decylaniline C(CCCCCCCC)N(C1=CC=CC=C1)CCCCCCCCCC